CC(=CC(O)C1=C(C=CC(=C1)C)C#CC1=CC=CC=C1)C 3-methyl-1-(5-methyl-2-(phenylethynyl)phenyl)but-2-en-1-ol